FC=1C=C(C=CC1)N1CCN(CC1)CC=1C=C2CN(C(C2=CC1)=O)C1C(NC(CC1)=O)=O 3-(5-((4-(3-fluorophenyl)piperazin-1-yl)methyl)-1-oxoisoindolin-2-yl)piperidine-2,6-dione